FC(OC=1C(=C(N(N1)C)N1N=CC=C1)C(F)(F)F)F 1-[5-(difluoromethoxy)-2-methyl-4-(trifluoromethyl)pyrazol-3-yl]Pyrazole